methylthio-4-hydroxyphenylglycine CSNC(C1=CC=C(C=C1)O)C(=O)O